ClC=1C=C(C=CC1)C1(CC2=C(N=C(S2)N)CC1)NC 6-(3-chlorophenyl)-N6-methyl-4,5,6,7-tetrahydrobenzothiazole-2,6-diamine